CN1N=CC2=CC(=C(C=C12)N1CCNCC1)C 1,5-dimethyl-6-(piperazin-1-yl)-1H-indazole